C(#N)C=1C=CC(=NC1)C1CCN(CC1)C(=O)C=1C=CC(=C(C1)NC(C1=CN=C(C=C1)NCC)=O)C N-(5-(4-(5-cyanopyridin-2-yl)piperidine-1-carbonyl)-2-methylphenyl)-6-(ethylamino)nicotinamide